CN(C(CC(=O)NC1CCC(CC1)N1C(C=C(C2=C1N=C(N=C2)NC2=CC=C(C=C2)N2CCN(CC2)C)C#C[Si](C(C)C)(C(C)C)C(C)C)=O)=O)C N,N-Dimethyl-N'-[(1s,4s)-4-(2-{[4-(4-methylpiperazin-1-yl)phenyl]amino}-7-oxo-5-[2-(triisopropylsilyl)ethynyl]pyrido[2,3-d]pyrimidin-8-yl)cyclohexyl]propanediamide